ClC=1C(=NC=C(C1)Cl)N1CCN(CC1)CC=1C=C2C(N(C(C2=CC1)=O)N1C(NC(CC1)=O)=O)=O 5-((4-(3,5-dichloropyridin-2-yl)piperazin-1-yl)methyl)-2-(2,4-dioxotetrahydropyrimidine-1(2H)-yl)isoindoline-1,3-dione